OCCNC(C=CC)=O N-(2-hydroxyethyl)-3-methylpropenamide